perfluorobutanesulfonic acid FC(C(C(C(F)(F)F)(F)F)(F)F)(S(=O)(=O)O)F